2,6-dichloro-7-(pyridin-2-ylmethoxy)quinoline-3-carbaldehyde ClC1=NC2=CC(=C(C=C2C=C1C=O)Cl)OCC1=NC=CC=C1